C(#N)N1C[C@H](CC1)C(=O)NC1=NC=C(N=C1)N1CCCC1 (S)-1-cyano-N-(5-(pyrrolidin-1-yl)pyrazin-2-yl)pyrrolidine-3-carboxamide